N2-cyclopentyl-6-methyl-N4-[5-[2-methyl-4-[[(2R)-1-methylazetidin-2-yl]methoxy]pyrazol-3-yl]pyrazolo[1,5-a]pyridin-2-yl]pyrimidine-2,4-diamine C1(CCCC1)NC1=NC(=CC(=N1)NC1=NN2C(C=C(C=C2)C=2N(N=CC2OC[C@@H]2N(CC2)C)C)=C1)C